FC(OC1=NC(=CC=C1C1=C(N=C(N=N1)N1CC[C@H]2[C@@H]1CN(CC2)C)C)C(F)(F)F)F (3aS,7aR)-1-(6-(2-(difluoromethoxy)-6-(trifluoromethyl)pyridin-3-yl)-5-methyl-1,2,4-triazin-3-yl)-6-methyloctahydro-1H-pyrrolo[2,3-c]pyridine